CC1=NC=C(C=N1)C1=CC(=NN1)C(=O)N 5-(2-methylpyrimidin-5-yl)-1H-pyrazole-3-carboxamide